ClCC1CCN(CC1)C=1N(C=C(N1)C(F)(F)F)C 4-(Chloromethyl)-1-(1-methyl-4-(trifluoromethyl)-1H-imidazol-2-yl)piperidine